(1R,3S,5R)-N-(6-(trifluoromethyl)pyridin-2-yl)-2-azabicyclo[3.1.0]hexane FC(C1=CC=CC(=N1)N1[C@@H]2C[C@H]2CC1)(F)F